ClC1=C(C=C(C=C1)C1=CC(=CC=C1)COC=1C=C2CN(C(C2=CC1)=O)C1CCCC1)C(=O)OC Methyl 4-chloro-3'-(((2-cyclopentyl-1-oxoisoindolin-5-yl)oxy)methyl)-[1,1'-biphenyl]-3-carboxylate